tert-butyl 4-{4-[(3-methyl-4-{[1,2,4]triazolo[1,5-a]pyridin-7-yloxy}phenyl)amino]pyrido[3,2-d]pyrimidin-6-yl}-1,4-diazepane-1-carboxylate CC=1C=C(C=CC1OC1=CC=2N(C=C1)N=CN2)NC=2C1=C(N=CN2)C=CC(=N1)N1CCN(CCC1)C(=O)OC(C)(C)C